OCC1OCC(CC1O)OCC=1N(C=CN1)C 2-(hydroxymethyl)-5-((1-methyl-1H-imidazol-2-yl)methoxy)tetrahydro-2H-pyran-3-ol